(1S,3S,5S)-N-((4-((Z)-N'-hydroxycarbamimidoyl)thiophen-2-yl)methyl)-5-methyl-2-((4-phenoxybenzoyl)glycyl)-2-azabicyclo[3.1.0]hexane-3-carboxamide O\N=C(/N)\C=1C=C(SC1)CNC(=O)[C@H]1N([C@H]2C[C@]2(C1)C)C(CNC(C1=CC=C(C=C1)OC1=CC=CC=C1)=O)=O